3-(isobutylamino)-5-(cyclopropylamino)-6H-anthracene C(C(C)C)NC=1C=CC2=CC=3C=CCC(C3C=C2C1)NC1CC1